2-(4-(2-hydroxyethoxy)-3,5-dimethylphenyl)-6-morpholinoquinazolin-4(3H)-one OCCOC1=C(C=C(C=C1C)C1=NC2=CC=C(C=C2C(N1)=O)N1CCOCC1)C